N,N'-bis-formyl-N,N'-bis(2,2,6,6-tetramethyl-4-piperidyl)hexamethylenediamine C(=O)N(CCCCCCN(C1CC(NC(C1)(C)C)(C)C)C=O)C1CC(NC(C1)(C)C)(C)C